C(C)(=O)C1=C(C=C(C=C1)Cl)C=1C(=NN(C(C1)=O)[C@H](C(=O)NC1=CC(=C(C(=O)O)C=C1)O)CC1=CC=CC=C1)OC (S)-4-(2-(4-(2-acetyl-5-chlorophenyl)-3-methoxy-6-oxopyridazin-1(6H)-yl)-3-phenylpropanamido)-2-hydroxybenzoic acid